Cl.COC(=O)[C@@H]1[C@H]2C([C@H]2CN1)(C)C.BrC1=C(C=C(C=C1)Br)O[C@@H](CBr)C (R)-1,4-dibromo-2-((1-bromoprop-2-yl)oxy)benzene methyl-(1R,2S,5S)-6,6-dimethyl-3-azabicyclo-[3.1.0]hexane-2-carboxylate hydrochloride